ClC1=C(C#N)C=C(C(=N1)OC)F 2-chloro-5-fluoro-6-methoxynicotinonitrile